2-isopropyl-1-methyl-1H-pyrrolo[2,3-c]pyridine-3-carbaldehyde C(C)(C)C1=C(C=2C(=CN=CC2)N1C)C=O